BrC=1C=C(C(=NC1)C1(CC(C1)(C)NC(OC(C)(C)C)=O)C#N)F tert-Butyl [(1R,3R)-3-(5-bromo-3-fluoropyridin-2-yl)-3-cyano-1-methylcyclobutyl]-carbamate